3α-hydroxy-6β-ethyl-7-keto-5β-cholanic acid O[C@H]1C[C@H]2[C@@H](C([C@H]3[C@@H]4CC[C@H]([C@@H](CCC(=O)O)C)[C@]4(CC[C@@H]3[C@]2(CC1)C)C)=O)CC